CO[SiH](N([Si](N([Si](OC)(OC)OC)OC)(OC)OC)OC)OC nonamethoxytrisilazane